CC(C)(C)OC(=O)N1CCC[C@@H]1CO N-Boc-D-prolinol